tetra-vinyl-tetramethyl-cyclotetrasilazane C(=C)[SiH]1N([SiH](N([SiH](N([SiH](N1C)C=C)C)C=C)C)C=C)C